tert-butyl (S)-4-(6-((6-(4-((R)-1-(3-(tert-butyl)-1,2,4-oxadiazole-5-carboxamido)ethyl)-3-fluorophenyl)pyrimidin-4-yl)amino)pyridin-3-yl)-3-methylpiperazine-1-carboxylate C(C)(C)(C)C1=NOC(=N1)C(=O)N[C@H](C)C1=C(C=C(C=C1)C1=CC(=NC=N1)NC1=CC=C(C=N1)N1[C@H](CN(CC1)C(=O)OC(C)(C)C)C)F